OC1=C(C(/C=C/C2=CC=CC=C2)=O)C=CC(=C1)OC 2'-Hydroxy-4'-Methoxychalcone